(E)-N-(2-(2,4-Dihydroxy-5-methylbenzoyl)-1,2,3,4-tetrahydroisoquinolin-7-yl)-4-(dimethylamino)-N-methylbut-2-enamide OC1=C(C(=O)N2CC3=CC(=CC=C3CC2)N(C(\C=C\CN(C)C)=O)C)C=C(C(=C1)O)C